tert-butyl (2R,3S,4S)-4-[(tert-butoxycarbonyl)oxy]-3-[4-(dimethylsulfamoyl)benzoyloxy]-2-[(4-methoxyphenyl)methyl]pyrrolidine-1-carboxylate C(C)(C)(C)OC(=O)O[C@@H]1[C@H]([C@H](N(C1)C(=O)OC(C)(C)C)CC1=CC=C(C=C1)OC)OC(C1=CC=C(C=C1)S(N(C)C)(=O)=O)=O